(3-((1R,3S)-3-Carbamoylcyclohexyl)-1,2,3-oxadiazol-3-ium-5-yl)((3-(2-(o-tolyl)acetamido)-5-(trifluoromethyl)phenyl)carbamoyl)amide C(N)(=O)[C@@H]1C[C@@H](CCC1)[N+]1=NOC(=C1)[N-]C(NC1=CC(=CC(=C1)C(F)(F)F)NC(CC1=C(C=CC=C1)C)=O)=O